IC=1C(=CNC(C1)=O)CN(C(CC=C)=O)C N-((4-iodo-6-oxo-1,6-dihydropyridin-3-yl)methyl)-N-methylbut-3-enamide